C1(CC1)[C@@H](C)C1(NC(=NC(=N1)N[C@@H](C(F)(F)F)C)C#CC1(CC1)C(F)F)N 2-((R)-1-cyclopropylethyl)-6-((1-(difluoromethyl)cyclopropyl)ethynyl)-N4-((R)-1,1,1-Trifluoropropan-2-yl)-1,3,5-triazine-2,4-diamine